ClC1=C(C=C(C=C1F)F)C=1CCC(N(C1C1=CC=C(C=C1)F)CC)=O 5-(2-chloro-3,5-difluorophenyl)-1-ethyl-6-(4-fluorophenyl)-3,4-dihydropyridin-2(1H)-one